3-(4-(1H-pyrazol-4-yl)phenyl)-8-(3,3-difluorocyclopentylcarbonyl)-1-(3-methoxybenzyl)-1,3,8-triazaspiro[4.5]decan-2-one N1N=CC(=C1)C1=CC=C(C=C1)N1C(N(C2(C1)CCN(CC2)C(=O)C2CC(CC2)(F)F)CC2=CC(=CC=C2)OC)=O